FC1=C(C=CC=C1F)[C@@H]1N(OCC1)C1=CC(=NC=N1)NC1=CC=C(C=C1)[C@@H]1NOCC1 6-((R)-3-(2,3-difluorophenyl)isoxazolidin-2-yl)-N-(4-((R)-isoxazolidin-3-yl)phenyl)pyrimidin-4-amine